methyl 1-[4-[[4-[[4-(trifluoromethyl) phenyl]methyl]pyrazolo[1,5-a]pyridine-3-carbonyl]amino]phenyl]cyclopropanecarboxylate FC(C1=CC=C(C=C1)CC=1C=2N(C=CC1)N=CC2C(=O)NC2=CC=C(C=C2)C2(CC2)C(=O)OC)(F)F